(5-bromo-3-chloro-pyridin-2-yl)-hydrazine hydrochloride Cl.BrC=1C=C(C(=NC1)NN)Cl